C(OC1CC(CCC1C(C)C)C)(OC1CC(CCC1C(C)C)C)=O dimenthyl carbonate